C[C@@]12CCC[C@H]1[C@@H]3CCC4=CC=CC=C4[C@H]3CC2 estratriene